N(=[N+]=[N-])C=1N=C(C=2C(N1)=CN(N2)CC2=C(C=C(C=C2)N2CCNCC2)OC)NCCCC 5-azido-N-butyl-2-(2-methoxy-4-(piperazin-1-yl)benzyl)-2H-pyrazolo[4,3-d]pyrimidin-7-amine